4-((14-azido-3,6,9,12-tetraoxatetradecyl)sulfinyl)-1-oxoisoindolin N(=[N+]=[N-])CCOCCOCCOCCOCCS(=O)C1=C2CNC(C2=CC=C1)=O